NC1=NC(=C(C=2N1C(NN2)=O)C2=CC(=NC(=C2)C)C(=O)OC)C2=CC=CC=C2 methyl 4-(5-amino-3-oxo-7-phenyl-2,3-dihydro-[1,2,4]triazolo[4,3-C]pyrimidin-8-yl)-6-methylpyridinecarboxylate